(4'-((tert-butoxycarbonyl)amino)-[1,1'-biphenyl]-3-carbonyl)-L-serine methyl ester COC([C@@H](NC(=O)C=1C=C(C=CC1)C1=CC=C(C=C1)NC(=O)OC(C)(C)C)CO)=O